FC1=CC(=C2C=CN(C2=C1)C)N1C(C2=CC(=C(C=C2C(=C1)C(=O)N1CCOCC1)OC)OCF)=O 2-(6-fluoro-1-methyl-1H-indol-4-yl)-7-(fluoromethoxy)-6-methoxy-4-(morpholine-4-carbonyl)-1,2-dihydroisoquinolin-1-one